tert-butyl (2R,5S)-5-(((1S,4S)-2-oxa-5-azabicyclo[2.2.1]heptan-5-yl) methyl)-2-methylpiperazine-1-carboxylate [C@@H]12OC[C@@H](N(C1)C[C@@H]1NC[C@H](N(C1)C(=O)OC(C)(C)C)C)C2